OC1=C(C=C2C=C(N(C2=C1)S(=O)(=O)C1=CC=C(C)C=C1)CNC(CC)=O)C N-((6-hydroxy-5-methyl-1-tosyl-1H-indol-2-yl)methyl)propionamide